Di((Z)-non-2-en-1-yl) 10,10'-((3-((2-hydroxyethyl)(10-(((Z)-non-2-en-1-yl)oxy)-10-carbonyldecyl)amino)propyl)azanediyl)di(decanoate) OCCN(CCCN(CCCCCCCCCC(=O)OC\C=C/CCCCCC)CCCCCCCCCC(=O)OC\C=C/CCCCCC)CCCCCCCCCC(=C=O)OC\C=C/CCCCCC